N-vinyl-5-butyl-caprolactam C(=C)N1C(CCCC(C1)CCCC)=O